4-((1,2,3,4-tetrahydro-isoquinolin-8-yl)amino)benzamide hydrochloride Cl.C1NCCC2=CC=CC(=C12)NC1=CC=C(C(=O)N)C=C1